t-butyl-N-[(t-butoxy)carbonyl]-N-(6-chloropyridazin-4-yl)carbamic acid C(C)(C)(C)OC(N(C1=CN=NC(=C1)Cl)C(=O)OC(C)(C)C)=O